BrC=1C=CC(=C2C(CCOC12)NC(C)=O)Cl N-(8-bromo-5-chlorochroman-4-yl)acetamide